tetrakis(triphenylphosphine) platinum(0) [Pt].C1(=CC=CC=C1)P(C1=CC=CC=C1)C1=CC=CC=C1.C1(=CC=CC=C1)P(C1=CC=CC=C1)C1=CC=CC=C1.C1(=CC=CC=C1)P(C1=CC=CC=C1)C1=CC=CC=C1.C1(=CC=CC=C1)P(C1=CC=CC=C1)C1=CC=CC=C1